1-(5-((5-chloro-3',6'-dihydro-[3,4'-bipyridyl]-1'(2'H)-yl)methyl)-1-oxoisoindolin-2-yl)dihydropyrimidine-2,4(1H,3H)-dione ClC=1C=C(C=NC1)C=1CCN(CC1)CC=1C=C2CN(C(C2=CC1)=O)N1C(NC(CC1)=O)=O